C(C1=CC=CC=C1)S(=O)(=O)C=1C=C(C=CC1)C(CC#N)N1N=CC(=C1)C=1C2=C(N=CN1)NC=C2 3-[3-(benzylsulfonyl)phenyl]-3-[4-(7H-pyrrolo[2,3-d]pyrimidin-4-yl)-1H-pyrazol-1-yl]-propanenitrile